(1R,3S)-3-(5-((2-((5-amino-5-methylhexan-2-yl)oxy)pyridin-4-yl)amino)-1-(tert-butyl)-1H-pyrazol-3-yl)cyclopentyl (4-nitrophenyl) carbonate C(O[C@H]1C[C@H](CC1)C1=NN(C(=C1)NC1=CC(=NC=C1)OC(C)CCC(C)(C)N)C(C)(C)C)(OC1=CC=C(C=C1)[N+](=O)[O-])=O